1-(2,4-diaminophenyl)piperazine-4-carboxylate NC1=C(C=CC(=C1)N)N1CCN(CC1)C(=O)[O-]